O=C1C=NC(O1)C1=CC=CC=C1 5-oxo-2-phenyloxazol